2-{5-[(1,3-Benzothiazol-2-yl)amino]-1H-pyrrolo[2,3-c]pyridin-1-yl}-1,3-thiazole-4-carboxylic acid S1C(=NC2=C1C=CC=C2)NC=2C=C1C(=CN2)N(C=C1)C=1SC=C(N1)C(=O)O